C(C1=CC=CC=C1)N1C[C@@H](N(C2=C(C1=O)C=NC(=N2)C2=CC=CC1=CC=CC=C21)C2=CC=CC=C2)C=C (S)-6-benzyl-2-(1-naphthyl)-9-phenyl-8-vinyl-6,7,8,9-tetrahydro-5H-pyrimido[4,5-e][1,4]Diazepin-5-one